2,4,6-Tris(4-ethynylphenyl)-1,3,5-triazin C(#C)C1=CC=C(C=C1)C1=NC(=NC(=N1)C1=CC=C(C=C1)C#C)C1=CC=C(C=C1)C#C